BrC1=C(C=C2C=C(C=[N+](C2=C1)[O-])Cl)F 7-Bromo-3-chloro-6-fluoroquinoline 1-oxide